4-(2-((tert-butyldimethyl-silyl)oxy)ethoxy-1,1,2,2-d4)-3-nitro-2-(prop-1-en-2-yl)pyridine C(C)(C)(C)[Si](OC(C(OC1=C(C(=NC=C1)C(=C)C)[N+](=O)[O-])([2H])[2H])([2H])[2H])(C)C